NC=1C2=C(N=CN1)N(C(=C2C2=CC=C(C=C2)C(=O)N2CCCC2)C2=CC=C(C=C2)N2C(C=CCC2)=O)C 1-(4-(4-amino-7-methyl-5-(4-(pyrrolidine-1-carbonyl)phenyl)-7H-pyrrolo[2,3-d]pyrimidin-6-yl)phenyl)-5,6-dihydropyridin-2(1H)-one